5-hexene-1-amine C(CCCC=C)N